3,6,6,7a-tetramethyloctahydro-2H-2a,7-methanoazuleno[5,6-b]oxirene CC1CCC2C(C3C4(C(O4)CC12C3)C)(C)C